N-(3-((2-(4-(hydroxymethyl)phenylamino)-5-(trifluoromethyl)pyrimidin-4-ylamino)methyl)pyridin-2-yl)-N-methylmethanesulfonamide OCC1=CC=C(C=C1)NC1=NC=C(C(=N1)NCC=1C(=NC=CC1)N(S(=O)(=O)C)C)C(F)(F)F